2-chloro-6-(1-methyl-1H-pyrazol-4-yl)pyrimidine-4-carboxylic acid potassium [K].ClC1=NC(=CC(=N1)C(=O)O)C=1C=NN(C1)C